C(C=C)(=O)OCCN1CCCCC1 (1-piperidyl)-ethyl acrylate